6-cyclopropyl-4-(2-(trifluoromethyl)pyrimidin-5-yl)nicotinaldehyde C1(CC1)C1=NC=C(C=O)C(=C1)C=1C=NC(=NC1)C(F)(F)F